NC1=CC(=NC(=C1)C(F)(F)F)C(=O)O 4-amino-6-(trifluoromethyl)picolinic acid